NCC=1C=C(CN2C=CC3=CC=C(C=C23)CNCC=2NC3=CC=CC=C3C2C2NC(C3=CC=C(C=C23)O)=O)C=CC1 3-(2-((((1-(3-(aminomethyl)benzyl)-1H-indol-6-yl)methyl)amino)methyl)-1H-indol-3-yl)-5-hydroxyisoindolin-1-one